4-[(1R,3R)-3-(5-cyclohexyl-1,3,4-thiadiazol-2-yl)-2,2-dimethylcyclopropyl]benzenesulfonamide C1(CCCCC1)C1=NN=C(S1)[C@H]1C([C@@H]1C1=CC=C(C=C1)S(=O)(=O)N)(C)C